C(#C)C1(CCN(CC1)C1=CC=C(C=N1)C=1C=2N(C=C(C1)OCC(C)(C)O)N=CC2C#N)O 4-(6-(4-ethynyl-4-hydroxypiperidin-1-yl)pyridin-3-yl)-6-(2-hydroxy-2-methylpropyloxy)pyrazolo[1,5-a]pyridine-3-carbonitrile